C(C=C)N1C(=NC2=C1C=CC=C2)C2=CC=C(C=C2)CC 1-allyl-2-(4-ethylphenyl)-1H-benzimidazole